ClC=1C=C2C=C(C=NC2=CC1)NC1=NC(=NC=C1)NC1=CC=C(C=C1)OC1CC(C1)N(C)C 4-(6-chloro-3-quinolylamino)-2-{p-[(1r,3r)-3-(dimethylamino)cyclobutoxy]phenylamino}pyrimidine